(S)-ethyl 8-(2-amino-6-((R)-1-(5-chloro-3'-sulfamoyl-[1,1'-biphenyl]-2-yl)-2,2,2-trifluoroethoxy)pyrimidin-4-yl)-2,8-diazaspiro[4.5]decane-3-carboxylate NC1=NC(=CC(=N1)N1CCC2(C[C@H](NC2)C(=O)OCC)CC1)O[C@@H](C(F)(F)F)C1=C(C=C(C=C1)Cl)C1=CC(=CC=C1)S(N)(=O)=O